C(C(CO)C1=CC=CC=C1)(=O)[C@]12C[C@@H](C[C@H](CC1)N2C)O tropoyltropan-3α-ol